FC(OC[C@H]1N(C[C@H](CC1)C1=CC=C(C=C1)C(F)(F)F)C=1SC(=CN1)N)F 2-((2S,5R)-2-((difluoromethoxy)methyl)-5-(4-(trifluoromethyl)phenyl)piperidin-1-yl)thiazol-5-amine